C(=CCCCCCCCCCCCCCCCC)N1C(=C(C(C=C1)=O)OC(=O)C(C)(C)C)CC N-octadecenyl-2-ethyl-3-tert-butylcarbonyloxy-pyridin-4-one